5-chloro-2-(difluoromethyl)-N-((1r,4r)-4-((3-(3-fluoropyridin-4-yl)-3-hydroxy-2-oxo-2,3-dihydro-1H-pyrrolo[2,3-b]pyridin-1-yl)methyl)cyclohexyl)nicotinamide ClC=1C=NC(=C(C(=O)NC2CCC(CC2)CN2C(C(C=3C2=NC=CC3)(O)C3=C(C=NC=C3)F)=O)C1)C(F)F